N[C@H]1C2N(CC1CC2)C(=O)C=2C=CC=1N(C2)N=C(C1C)C1=CC=2C(=NC(=CC2)C2=CC(=C(C=C2)OC(F)F)F)N1CC1CC1 ((7R)-7-amino-2-azabicyclo[2.2.1]hept-2-yl)(2-(1-(cyclopropylmethyl)-6-(4-(difluoromethoxy)-3-fluorophenyl)-1H-pyrrolo[2,3-b]pyridin-2-yl)-3-methylpyrazolo[1,5-a]pyridin-6-yl)methanone